5-amino-3,6-dichloro-1,2,4-triazine NC=1N=C(N=NC1Cl)Cl